C(C)(C)N1N=NC=2C=CC=3C=NC(=NC3C21)NC2CCC(CC2)NC2=NC=CC=N2 (1R,4R)-N1-(1-isopropyl-1H-[1,2,3]triazolo[4,5-h]quinazolin-8-yl)-N4-(pyrimidin-2-yl)cyclohexane-1,4-diamine